para-bromomethylphenylacetic acid BrCC1=CC=C(C=C1)CC(=O)O